FC(C(C(F)(F)F)(C(F)(F)F)O)(F)F perfluorotert-butyl alcohol